5-[1-(4-chlorophenyl)pyrazol-3-yl]oxy-2-methoxyimino-N,3-dimethylpent-3-enamide ClC1=CC=C(C=C1)N1N=C(C=C1)OCC=C(C(C(=O)NC)=NOC)C